NC=1N=C(C=C2C=C(N=CC12)NC(=O)[C@H]1[C@@H](C1)F)Cl (1s,2r)-N-(8-amino-6-chloro-2,7-naphthyridin-3-yl)-2-fluoro-cyclopropanecarboxamide